ClC1=CC=C(CN2C=C([C@H]3[C@H](O)[C@H](O)[C@@H](CO)O3)C(NC2=O)=O)C=C1 1-(4-chlorobenzyl)pseudouridine